3-(5-bromo-6-fluoro-1-oxoisoindolin-2-yl)piperidine-2,6-dione BrC=1C=C2CN(C(C2=CC1F)=O)C1C(NC(CC1)=O)=O